Heptadeca-1,16-dien-9-ol C=CCCCCCCC(CCCCCCC=C)O